C(C(=C)C)(=O)NC=1C=CC(=NC1)C(=O)O 5-methacryloylaminopyridinecarboxylic acid